7-methyl-2-(piperidin-4-yl)-1,3-benzoxazole CC1=CC=CC=2N=C(OC21)C2CCNCC2